C(C)(C)(C)OC(NCC1=NN(C2=NC=CC(=C21)N2CC1(C2)CC(C1)O)C1=CC=C(C=C1)OC(F)(F)F)=O ((4-(6-hydroxy-2-azaspiro[3.3]heptan-2-yl)-1-(4-(trifluoromethoxy)phenyl)-1H-pyrazolo[3,4-b]pyridin-3-yl)methyl)carbamic acid tert-butyl ester